COC=1C(=CC=NC1)OCC1=CC=C(C=C1)OC 5-methoxy-4-((4-methoxybenzyl)oxy)pyridine